O1COC2=C1C=CC(=C2)N(C2CCN(CC2)C(=O)N2N=NC1=C2C=CC(=C1)C#N)C1=CC=C(C=C1)OC 1-(4-(benzo[d][1,3]dioxol-5-yl(4-methoxyphenyl)amino)piperidine-1-carbonyl)-1H-benzo[d][1,2,3]triazole-5-carbonitrile